methyl (S)-2-((tert-butoxycarbonyl)amino)-2-(4-oxocyclohexyl)acetate C(C)(C)(C)OC(=O)N[C@H](C(=O)OC)C1CCC(CC1)=O